FC(OC=1C=CC(=C2C(=CNC12)C)CN)F [7-(difluoromethoxy)-3-methyl-1H-indol-4-yl]methanamine